pentamethylcyclopentadienylrhodium CC1=C(C(=C(C1([Rh])C)C)C)C